ClC=1C(=C(C=CC1)CN1C(CCC1=O)CC(=O)O)F 2-[1-[(3-chloro-2-fluorophenyl)methyl]-5-oxo-pyrrolidin-2-yl]acetic acid